CC(C)NC[C@H](COC1=CC=CC2=CC=CC=C12)O |r| (RS)-1-(1-methylethylamino)-3-(1-naphthyloxy)propan-2-ol